chromium-strontium zirconium oxide [O-2].[Zr+4].[Sr+2].[Cr+3]